C(C)OC(C1=NC(=C(C(=C1Cl)N1C(C2=CC=CC=C2C1=O)=O)F)F)=O.C(C)(C)(C)C=1C=C(C=CC1O)C(C(=O)N)(C)C1=CC(=C(C=C1)O)C(C)(C)C bis(3-tert-butyl-4'-hydroxyphenyl)propionamide ethyl-3-chloro-4-(1,3-dioxoisoindolin-2-yl)-5,6-difluoropicolinate